1-(4-(3,3-Dimethylpyrrolidin-1-yl)phenyl)-5,7-difluoro-1H-indazol-6-ol CC1(CN(CC1)C1=CC=C(C=C1)N1N=CC2=CC(=C(C(=C12)F)O)F)C